FC1=C(C2=C(N=C(O2)C2=CC=C(C=C2)NC(=O)C2CS(CC2)(=O)=O)C=C1)F N-[4-(6,7-difluoro-1,3-benzooxazol-2-yl)phenyl]-1,1-dioxo-thiacyclopentane-3-carboxamide